3-(2-(2-Chloro-5-isopropyl-8-oxothieno[2',3':4,5]pyrrolo[1,2-d][1,2,4]triazin-7(8H)-yl)acetamido)bicyclo[1.1.1]pentane-1-carboxylic acid ClC1=CC2=C(C=C3N2C(=NN(C3=O)CC(=O)NC32CC(C3)(C2)C(=O)O)C(C)C)S1